[4-cyclobutoxy-2-(2,6-dioxopiperidin-3-yl)-3-oxo-2,3-dihydro-1H-isoindol-5-yl]methyl N-[4-(3,4-difluorophenoxy)phenyl]carbamate FC=1C=C(OC2=CC=C(C=C2)NC(OCC=2C(=C3C(N(CC3=CC2)C2C(NC(CC2)=O)=O)=O)OC2CCC2)=O)C=CC1F